2-(1,5-dimethyl-3-phenyl-1H-pyrrol-2-yl)-N-(3-(5-fluoropyrimidin-2-yl)-5-oxo-1,2,3,4,4a,5,6,7-octahydrobenzo[f]pyrazino[1,2-a][1,4]diazepin-9-yl)-2-oxoacetamide CN1C(=C(C=C1C)C1=CC=CC=C1)C(C(=O)NC=1C=CC2=C(CNC(C3N2CCN(C3)C3=NC=C(C=N3)F)=O)C1)=O